N,N-bis(4-methylpentyl)hydroxylamine tert-butyl-2-[4-(4,4,5,5-tetramethyl-1,3,2-dioxaborolan-2-yl)phenyl]pyrrolidine-1-carboxylate C(C)(C)(C)OC(=O)N1C(CCC1)C1=CC=C(C=C1)B1OC(C(O1)(C)C)(C)C.CC(CCCN(O)CCCC(C)C)C